4-mercapto-4-methyl-2-hexanone SC(CC(C)=O)(CC)C